NC=1C2=C(N=C(N1)NC1CCN(CC1)C)N=CC=C2O 4-amino-2-((1-methylpiperidin-4-yl)amino)pyrido[2,3-d]pyrimidin-5-ol